(±)-2-hydroxy-3-(4'-aminophenyl)propionic acid O[C@@H](C(=O)O)CC1=CC=C(C=C1)N |r|